2-(4-(aminomethyl)phenyl)-N-(3-(diethylamino)propyl)imidazo[2',1':2,3]thiazolo[4,5-c]pyridine-7-carboxamide NCC1=CC=C(C=C1)C=1N=C2SC3=C(C=NC(=C3)C(=O)NCCCN(CC)CC)N2C1